Methyl-5-trityl-1,4,5,6-tetrahydropyrrolo[3,4-c]pyrazole CN1N=CC2=C1CN(C2)C(C2=CC=CC=C2)(C2=CC=CC=C2)C2=CC=CC=C2